2,3-dimethylaminopyrazine CNC1=NC=CN=C1NC